2H-1lambda6-thiopyran [SH4]1CC=CC=C1